N-(3,5-Bis((E)-3,4-difluorobenzylidene)-4-oxocyclohexyl)-4-(2-(piperidin-1-yl)ethoxy)benzamide FC=1C=C(\C=C\2/CC(C\C(\C2=O)=C/C2=CC(=C(C=C2)F)F)NC(C2=CC=C(C=C2)OCCN2CCCCC2)=O)C=CC1F